tert-butyl N-(piperidin-4-ylmethyl)carbamate N1CCC(CC1)CNC(OC(C)(C)C)=O